C(C)(C)(C)C=1C=CC=2N(C3=CC=C(C=C3C2C1)C(C)(C)C)C1=C(C(=CC(=C1)C(C)(CC(C)(C)C)C)C1=CC(=CC(=C1)C(F)(F)F)C)O 3-(3,6-di-tert-butyl-9H-carbazol-9-yl)-3'-methyl-5'-trifluoromethyl-5-(2,4,4-trimethylpentan-2-yl)biphenyl-2-ol